2,4-diphenylchlorobenzene C1(=CC=CC=C1)C1=C(C=CC(=C1)C1=CC=CC=C1)Cl